2-((1-(imidazo[4,5-d]pyrrolo[2,3-b]pyridine-1(6H)-yl)pyrrolidine-3-yl)amino)acetonitrile N1(C=NC=2C1=C1C(=NC2)NC=C1)N1CC(CC1)NCC#N